C(N)(=O)C1=CC(=C(OCC=2C3=C(SC2C(=O)OCC)C=CC=C3Cl)C(=C1)Cl)Cl Ethyl 3-((4-carbamoyl-2,6-dichlorophenoxy)methyl)-4-chlorobenzo[b]thiophene-2-carboxylate